methyl (3,3-difluoropropyl) sulfate S(=O)(=O)(OC)OCCC(F)F